N-methyl-hydroxylamine hydrochloride Cl.CNO